2-({4-[2-(5-Chloropyridin-2-yl)-2-methyl-1,3-benzodioxol-4-yl]piperidin-1-yl}methyl)-1-[(2S)-oxetan-2-ylmethyl]-1H-benzimidazole-6-carboxylic acid ClC=1C=CC(=NC1)C1(OC2=C(O1)C=CC=C2C2CCN(CC2)CC2=NC1=C(N2C[C@H]2OCC2)C=C(C=C1)C(=O)O)C